C1(=CC=CC=C1)[C@H]1N(OCC1)S(=O)(=O)CC1=CC=C(C=C1)OC(F)(F)F (S)-3-phenyl-2-((4-(trifluoromethoxy)benzyl)sulfonyl)isoxazolidine